4-{[(1H-benzimidazol-2-yl)methyl]amino}-8-bromopyrazolo[1,5-a][1,3,5]triazin N1C(=NC2=C1C=CC=C2)CNC2=NC=NC=1N2N=CC1Br